methyl (R)-4-(2-(5-cyclopropyl-4,7-difluoro-3,3-dimethyl-2-oxoindolin-1-yl)acetamido)-3-fluorobutanoate C1(CC1)C=1C(=C2C(C(N(C2=C(C1)F)CC(=O)NC[C@@H](CC(=O)OC)F)=O)(C)C)F